ClC=1C=C(C=NC1C)C=1C=2N(C(=NC1C1=CC=C(C#N)C=C1)OC[C@H]1CN(CCC1)C)C=CN2 4-(8-(5-chloro-6-methylpyridin-3-yl)-5-{[(3R)-1-methylpiperidin-3-yl]methoxy}imidazo[1,2-c]pyrimidin-7-yl)benzonitrile